C12CN(CC(CC1)N2)C2=NC(=NC1=C(C(=C(C=C21)C(F)(F)F)C2=CC=C(C=1SC(=C(C12)C#N)N)F)F)OCC1(COC1)C(F)F 4-(4-(3,8-diazabicyclo[3.2.1]octan-3-yl)-2-((3-(difluoromethyl)oxetan-3-yl)methoxy)-8-fluoro-6-(trifluoromethyl)quinazolin-7-yl)-2-amino-7-fluorobenzo[b]thiophene-3-carbonitrile